CC1(CC1)C=1N=C2N(C=CC=C2)C1 (1-methylcyclopropyl)imidazo[1,2-a]pyridine